(1S,2S,4S)-1,7,7-trimethyl-bicyclo[2.2.1]heptan-2-yl 5-(4-chlorophenyl)-1-(2,4-dichlorophenyl)-4-methyl-1H-pyrazole-3-carboxylate ClC1=CC=C(C=C1)C1=C(C(=NN1C1=C(C=C(C=C1)Cl)Cl)C(=O)O[C@@H]1[C@]2(CC[C@@H](C1)C2(C)C)C)C